(S)-7-(5-chloropyrimidin-2-yl)-6-fluoro-3-(4-((6-oxo-5-(trifluoromethyl)-1,6-dihydropyridazin-4-yl)amino)pentyl)quinazolin-4(3H)-one ClC=1C=NC(=NC1)C1=C(C=C2C(N(C=NC2=C1)CCC[C@H](C)NC=1C=NNC(C1C(F)(F)F)=O)=O)F